FC(N1N=CC(=C1)C1=C2N(C(C(=N1)NCC1=CC(=CC(=C1)C)F)=O)[C@@H](CC2)C(=O)O)F (S)-1-(1-(difluoromethyl)-1H-pyrazol-4-yl)-3-((3-fluoro-5-methylbenzyl)amino)-4-oxo-4,6,7,8-tetrahydropyrrolo[1,2-a]pyrazine-6-carboxylic acid